8-((cis-4-((tert-butyldimethylsilyl)oxy)cyclohexyl)oxy)-2-chloro-7-fluoroquinazoline [Si](C)(C)(C(C)(C)C)O[C@H]1CC[C@H](CC1)OC=1C(=CC=C2C=NC(=NC12)Cl)F